N-(1-cyclopropylpyrazol-4-yl)-4-methylpiperidine-4-carboximidamide C1(CC1)N1N=CC(=C1)NC(=N)C1(CCNCC1)C